3-(5-((trimethylsilyl)ethynyl)pyridine-2-yl)propionate C[Si](C)(C)C#CC=1C=CC(=NC1)CCC(=O)[O-]